methyl 2,4-dimethyl-3-pyrrolecarboxylate CC=1NC=C(C1C(=O)OC)C